tri(2,6-dimethylphenyl)phosphonium tetrakis(pentafluorophenyl)borate FC1=C(C(=C(C(=C1[B-](C1=C(C(=C(C(=C1F)F)F)F)F)(C1=C(C(=C(C(=C1F)F)F)F)F)C1=C(C(=C(C(=C1F)F)F)F)F)F)F)F)F.CC1=C(C(=CC=C1)C)[PH+](C1=C(C=CC=C1C)C)C1=C(C=CC=C1C)C